ClC=1C(=CC(=NC1)F)C1=CC=C2CN(C(C2=C1)=O)[C@@H](C(=O)OC(C)(C)C)C tert-butyl (2R)-2-[6-(5-chloro-2-fluoropyridin-4-yl)-1-oxo-2,3-dihydro-1H-isoindol-2-yl]propanoate